ClC1=C(C(=CC=C1)F)C=1C(C2=C(N=C(N=C2)NC=2C=C3CN(C(C3=CC2)(C)C)C)N(C1)C)=O 6-(2-chloro-6-fluorophenyl)-8-methyl-2-[(1,1,2-trimethyl-2,3-dihydro-1H-isoindol-5-yl)amino]pyrido[2,3-d]pyrimidin-5(8H)-one